N-[(4S)-6-chloro-3,4-dihydro-2H-1-benzopyran-4-yl]-2-[3-(4-chloro-3-fluorophenyl)-1-ethyl-1H-1,2,4-triazol-5-yl]-2,2-difluoroacetamide ClC=1C=CC2=C([C@H](CCO2)NC(C(F)(F)C2=NC(=NN2CC)C2=CC(=C(C=C2)Cl)F)=O)C1